6-(6-(4-(dimethoxymethyl)piperidin-1-yl)pyridazin-3-yl)-1-fluoro-7-phenyl-3-(tetrahydro-2H-pyran-2-yl)-3,8,9,10-tetrahydrocyclohepta[e]indazole COC(C1CCN(CC1)C1=CC=C(N=N1)C1=C(CCCC=2C=3C(=NN(C3C=CC21)C2OCCCC2)F)C2=CC=CC=C2)OC